(S)-(6-fluoro-1H-indol-3-yl)(4-(1-(methylamino)ethyl)thiazol-2-yl)ethanone FC1=CC=C2C(=CNC2=C1)CC(=O)C=1SC=C(N1)[C@H](C)NC